C(=CCCCCCCCCCCCCCC(C)C)C(C(=O)O)CC(=O)O i-octadecenyl-succinic acid